5-(3,4-dinitrophenyl)-2-oxa-5-azaspiro[3.4]octane [N+](=O)([O-])C=1C=C(C=CC1[N+](=O)[O-])N1C2(COC2)CCC1